methyloxazole-2-carboxamide CC=1N=C(OC1)C(=O)N